C(C)C(=CCC(CC=C)=CC)CC 7-ethyl-4-ethylidene-1,6-nonadiene